C1(CC1)N1N(C2=NC(=NC=C2C1=O)NC=1C=C2CCNC(C2=CC1)(C)C)C1=NC(=C(C=C1)F)C(C)(C)F 2-cyclopropyl-6-((1,1-dimethyl-1,2,3,4-tetrahydroisoquinolin-6-yl)amino)-1-(5-fluoro-6-(2-fluoropropan-2-yl)pyridin-2-yl)-1,2-dihydro-3H-pyrazolo[3,4-d]pyrimidin-3-one